butyl 3-[2-(3-benzyloxycyclobutyl)ethoxy]azetidine-1-carboxylate C(C1=CC=CC=C1)OC1CC(C1)CCOC1CN(C1)C(=O)OCCCC